2-[(2-fluorophenoxy)methyl]-6,7-dihydro-thiazolo[5,4-c]pyridin-4(5H)-one FC1=C(OCC=2SC=3C(NCCC3N2)=O)C=CC=C1